tert-Butyl (10-oxo-15-((3aS,4S,6aR)-2-oxohexahydro-1H-thieno[3,4-d]imidazol-4-yl)-3,6-dioxa-9,11-diazapentadecyl)carbamate O=C(NCCOCCOCCNC(OC(C)(C)C)=O)NCCCC[C@@H]1SC[C@@H]2NC(N[C@@H]21)=O